Dimethyl 4-bromo-3-hydroxyphthalate BrC=1C(=C(C(C(=O)OC)=CC1)C(=O)OC)O